5-chloroindan-2-amine ClC=1C=C2CC(CC2=CC1)N